ClC1=CC=CC(=N1)C1=NC(=NC(=N1)NC(C)C)NC1=CC(=NC=C1)C(F)(F)F 6-(6-chloropyridin-2-yl)-N2-isopropyl-N4-(2-(trifluoromethyl)pyridin-4-yl)-1,3,5-triazine-2,4-diamine